F[C@@H]1CN(CC[C@H]1NC1=NN2C(C=N1)=CN=C2C(C)CC)C(=O)OC(C)(C)C tert-butyl (3R,4R)-3-fluoro-4-{[7-(sec-butyl)imidazo[4,3-f][1,2,4]triazin-2-yl]amino}piperidine-1-carboxylate